imidazo[1,2-a]pyridine-3-carboxamide monohydrochloride Cl.N=1C=C(N2C1C=CC=C2)C(=O)N